OC=1N(C(=C2C(=CC1)C=CC=C2)O)C(N)=S dihydroxy-2H-2-benzazepine-2-carbothioamide